[N+](=O)([O-])C1=CC=C2C=CN(C2=C1)S(=O)(=O)C1=CC=C(C=C1)C 6-nitro-1-(p-tolylsulfonyl)indole